FCC(N)C1=CC=CC2=CC=CC=C12 2-Fluoro-1-(naphthalen-1-yl)ethanamine